6-(2-amino-6-fluoro-5-(4-(morpholinomethyl)phenyl)pyridin-3-yl)-3,4-dihydroisoquinolin-1(2H)-one NC1=NC(=C(C=C1C=1C=C2CCNC(C2=CC1)=O)C1=CC=C(C=C1)CN1CCOCC1)F